(R)-4-amino-1-(4-(3-fluoro-2-methoxyphenyl)-3,6-dihydropyridin-1(2H)-yl)butan-2-ol NCC[C@H](CN1CCC(=CC1)C1=C(C(=CC=C1)F)OC)O